(3-chloro-4-fluorophenyl)-1-(2-hydroxypyridin-4-yl)-1-((5,6,8,9-tetrahydro-[1,2,4]triazolo[4,3-d][1,4]oxazepin-3-yl)methyl)urea ClC=1C=C(C=CC1F)NC(N(CC1=NN=C2N1CCOCC2)C2=CC(=NC=C2)O)=O